ClC=1C(=NC(=NC1)NC1=CC=C(C=C1)S(=O)(=N)C)C1=C(NC2=CC=CC=C12)C 5-Chloro-4-(2-methyl-1H-indol-3-yl)-N-[4-(methylsulfonimidoyl)phenyl]-pyrimidin-2-amine